methanobenzofuro[3,2-e]isoquinolin C12C(=NC=C3C=CC=C4C13C1=C(O4)C=CC=C1)C2